FC1=CC=C(C=C1)N1C(=C(C2=C1C=C1C=NNC1=C2)C2=CC=C(C(=O)O)C=C2)[C@@H]2COCCC2 |r| Racemic-4-[5-(4-fluorophenyl)-6-tetrahydropyran-3-yl-1H-pyrrolo[2,3-f]indazol-7-yl]benzoic acid